Ethyl-2-(1-(3-(1H-1,2,3-triazol-1-yl)propanoyl)-1,2,5,6-tetrahydropyridin-3-yl)-7-chlorobenzo[b]thiophene-5-carboxylic acid C(C)C=1C2=C(SC1C=1CN(CCC1)C(CCN1N=NC=C1)=O)C(=CC(=C2)C(=O)O)Cl